CN(CCCNC=1C=NN(C1)C)C N-[3-(dimethylamino)propyl]-1-methyl-1H-pyrazol-4-amine